N[C@@H](CCC(=O)O)C(=O)C=1C(=C(C=C(CCN)C1)O)O 5-glutamyl-dopamine